(2-((1H-pyrazol-4-yl)amino)-5-methylpyrimidin-4-yl)benzoic acid methyl ester COC(C1=C(C=CC=C1)C1=NC(=NC=C1C)NC=1C=NNC1)=O